C1(CC1)S(=O)(=O)NC1=NC(=NC=C1)C1(CCN(CC1)C)C(=O)NC1=NC=C(C=C1)C1=NC(=CN=C1)OCC 4-(4-(cyclopropanesulfonamido)pyrimidin-2-yl)-N-(5-(6-ethoxypyrazin-2-yl)pyridin-2-yl)-1-methylpiperidine-4-carboxamide